CNC=1C=C2C=CN=C(C2=CC1)N1C[C@@H](CC1)NC1=NC=C(C=N1)C#C[Si](C)(C)C (R)-N-methyl-1-(3-((5-((trimethylsilyl)ethynyl)pyrimidin-2-yl)amino)pyrrolidin-1-yl)isoquinolin-6-amine